COC1=CC=C(C=C1)[C@@H](O)C1=CC=CC=C1 (S)-(4-methoxyphenyl)-phenylmethanol